C(C1=CC=CC=C1)OC1(C2=NN=C(C=3C(=CC(=C(N4CCCC4C=CCC1)N3)C(F)(F)F)NC(OC(C)(C)C)=O)O2)C(F)(F)F tert-Butyl N-[6-(benzyloxy)-6,17-bis(trifluoromethyl)-21-oxa-3,4,15,20-tetraazatetracyclo[14.3.1.12,5.011,15]henicosa-1(20),2,4,9,16,18-hexaen-19-yl]carbamate